C1=CC(=CC=2OC3=C(C21)C=CC=C3)C(=O)NCC(=O)OC methyl (dibenzo[b,d]furan-3-carbonyl)glycinate